(3S)-N-[cyano-(5-ethynyl-4-isoquinolyl)methyl]-2-[(2S)-3,3-dimethyl-2-[(2,2,2-trifluoroacetyl)amino]butanoyl]-2-azaspiro[4.5]decane-3-carboxamide C(#N)C(NC(=O)[C@H]1N(CC2(C1)CCCCC2)C([C@H](C(C)(C)C)NC(C(F)(F)F)=O)=O)C2=CN=CC1=CC=CC(=C21)C#C